N-(tert-butoxycarbonyl)-N-(pyridin-2-yl)glycine C(C)(C)(C)OC(=O)N(CC(=O)O)C1=NC=CC=C1